((3,5-dibromophenyl)ethynyl)-1-(tetrahydro-2H-pyran-2-yl)-1H-pyrazole BrC=1C=C(C=C(C1)Br)C#CC1=NN(C=C1)C1OCCCC1